6,7-dihydrothiazolo[5,4-e]pyridin S1C=NC2=C1CCC=N2